C1(=CC=CC=C1)S(=O)(=O)NC=1C=C(C=CC1)CCCCOC1=CC=C(C=C1)CCC(=O)O 3-[4-[4-[3-(Benzenesulfonamido)phenyl]butoxy]phenyl]propanoic acid